C(#N)C=1C(=NC(=C(C1CC)C#N)N1CCOCC1)S[C@@H](C(=O)N)C1=CC=CC=C1 |r| Racemic-2-[(3,5-dicyano-4-ethyl-6-morpholino-2-pyridyl)sulfanyl]-2-phenyl-acetamide